C(C1=CC=CC=C1)N1C=C(C(C2=CC=CC=C12)=O)C(=O)OC methyl 1-benzyl-4-oxo-1,4-dihydroquinoline-3-carboxylate